formyl-cinnamic acid C(=O)C(C(=O)O)=CC1=CC=CC=C1